[C@@H]12C(=CC[C@@H](C1(C)C)C2)C R-(+)-α-pinene